O[C@@H]1[C@H](O)[C@H](O)C(=O)[C@H](O1)C 4-dehydro-6-deoxy-alpha-D-gulose